3,4,5-trihydroxy-6-[(4-oxo-2-phenyl-4H-chromen-3-yl)oxy]oxane-2-carboxylic acid OC1C(OC(C(C1O)O)OC1=C(OC2=CC=CC=C2C1=O)C1=CC=CC=C1)C(=O)O